(S)-1-benzyl-3-(difluoromethyl)-3-methylpiperazine C(C1=CC=CC=C1)N1C[C@@](NCC1)(C)C(F)F